N1CC(C1)CC1=CC(=C2N1C(=CN=C2)C)C2=C(C(=O)N(C(C)C)C)C=C(C=C2)F 2-{6-[(azetidin-3-yl)methyl]-4-methylpyrrolo[1,2-a]pyrazin-8-yl}-5-fluoro-N-methyl-N-(isopropyl)benzamide